trans-4-(4-pyridyl)-pyrrolidine-3-carboxylic acid N1=CC=C(C=C1)[C@H]1[C@@H](CNC1)C(=O)O